CN1C(C(C1)(C)CN1C=NC2=C1C=CC=C2)=O ((1,3-dimethyl-2-oxoazetidin-3-yl)methyl)-1H-benzo[d]imidazole